C(C)C1(NC(N(C(C1)=O)[C@@H]1CCOC2=CC=C(C=C12)C(=O)N[C@@H]1[C@H](C(OC2=CC=C(C=C12)F)(C)C)O)=N)CC (R)-4-(4,4-diethyl-2-imino-6-oxotetrahydropyrimidin-1(2H)-yl)-N-((3R,4S)-6-fluoro-3-hydroxy-2,2-dimethylchroman-4-yl)chromane-6-carboxamide